tert-butyl 8-(2-chlorophenyl)-2,8-diazaspiro[4.5]decane-2-carboxylate ClC1=C(C=CC=C1)N1CCC2(CCN(C2)C(=O)OC(C)(C)C)CC1